allyl (Z)-cinnamate C(\C=C/C1=CC=CC=C1)(=O)OCC=C